C(C)(=O)CC(=O)OCl chloro (acetylacetate)